COC1=CC=C(C=C1)C1=CC=C(C2=NSN=C21)C=2C=C1N=C(C=NC1=CC2)C 4-(4-methoxyphenyl)-7-(3-methylquinoxalin-6-yl)benzo[c][1,2,5]thiadiazole